COC(=O)C1=NC=C(N=C1Cl)N1N=CC=N1 Chloro-5-(2H-1,2,3-triazol-2-yl)pyrazine-2-carboxylic acid methyl ester